1,2-benzenedicarboxylic acid, diheptyl ester C=1(C(=CC=CC1)C(=O)OCCCCCCC)C(=O)OCCCCCCC